COC1=CC=C(CN(C2=CC(=C(C(=N2)C2=C(C=C3C(=NC(=NC3=C2F)F)N2CC3CCC(C2)N3C(=O)OC(C)(C)C)SC(F)(F)F)I)C)CC3=CC=C(C=C3)OC)C=C1 tert-butyl 3-(7-(6-(bis(4-methoxybenzyl)amino)-3-iodo-4-methyl pyridin-2-yl)-2,8-difluoro-6-((trifluoromethyl)thio)quinazolin-4-yl)-3,8-diazabicyclo[3.2.1]octane-8-carboxylate